CN1C(C(=CC=2C1=C(N=NC2)OCC2(CC2)S(NC2=NC=CC=C2)(=O)=O)C(=O)O)=O 1-methyl-2-oxo-8-((1-(N-(pyridin-2-yl)sulfamoyl)cyclopropyl)methoxy)-1,2-dihydropyrido[2,3-d]pyridazine-3-carboxylic acid